C(C)(C)C(CC)=O tert-hexanone